n-Butylisocyanat C(CCC)N=C=O